pentaerythritol tetrakis(3-(3,5-di-tert-butyl-4-hydroxy-phenyl)propanoate) C(C)(C)(C)C=1C=C(C=C(C1O)C(C)(C)C)CCC(=O)OCC(COC(CCC1=CC(=C(C(=C1)C(C)(C)C)O)C(C)(C)C)=O)(COC(CCC1=CC(=C(C(=C1)C(C)(C)C)O)C(C)(C)C)=O)COC(CCC1=CC(=C(C(=C1)C(C)(C)C)O)C(C)(C)C)=O